3-(1H-imidazol-5-yl)-7-(methylthio)-2-(3-(trifluoromethyl)-1H-1,2,4-triazol-5-yl)imidazo[1,2-a]pyrimidine N1C=NC=C1C1=C(N=C2N1C=CC(=N2)SC)C2=NC(=NN2)C(F)(F)F